FC(CCC)S(=O)(=O)N fluorobutane-1-sulfonamide